3-bromo-4-chloro-9-phenyl-9H-carbazole BrC=1C=CC=2N(C3=CC=CC=C3C2C1Cl)C1=CC=CC=C1